3-(3-fluoro-5-(3-(piperidine-1-carbonyl)pyrazolo[1,5-a]Pyridin-7-yl)phenyl)-1,2,4-oxadiazole-5(4H)-one FC=1C=C(C=C(C1)C1=CC=CC=2N1N=CC2C(=O)N2CCCCC2)C2=NOC(N2)=O